5-bromo-2-(4-{[(3R)-1-(1-hydroxypropan-2-yl)piperidin-3-yl]amino}pyrrolo[1,2-d][1,2,4]triazin-1-yl)phenol formate C(=O)OC1=C(C=CC(=C1)Br)C=1C=2N(C(=NN1)N[C@H]1CN(CCC1)C(CO)C)C=CC2